N-(5,6-dimethoxybenzothiazol-2-yl)-2-(4-cyanophenoxy)-2-[2-(ethylsulfonyl)phenyl]acetamide COC=1C(=CC2=C(N=C(S2)NC(C(C2=C(C=CC=C2)S(=O)(=O)CC)OC2=CC=C(C=C2)C#N)=O)C1)OC